C(C)OP(OCC)(=O)CC=1C(=NOC1C1CC1)C1=C(C=CC=C1)C(F)(F)F ((5-cyclopropyl-3-(2-(trifluoromethyl)phenyl)isoxazol-4-yl)methyl)phosphonic acid diethyl ester